C[NH+](N)C N,N-Dimethylhydrazinium